1,2,3,5,6,7-hexahydro-pyrido[3,2,1-ij]quinolin C1CCN2C3=C(C=CC=C13)CCC2